CC=1C=C2C=CNC(C2=CC1)=S 6-methylisoquinoline-1(2H)-thione